C(C)(C)(C)[PH2+]C R-tert-butyl-methylphosphonium